5-[(1R)-1-(3,5-dichloro-4-pyridinyl)ethoxy]-3-[2-[4-(oxetan-3-yl)-1,4-diazepan-1-yl]Pyrimidin-5-yl]-1H-indazole ClC=1C=NC=C(C1[C@@H](C)OC=1C=C2C(=NNC2=CC1)C=1C=NC(=NC1)N1CCN(CCC1)C1COC1)Cl